O=C1N(C(C2=CC=CC=C12)=O)C1=CC=C(C=C1)C(C(=O)O)CC 2-(4-(1,3-Dioxoisoindolin-2-yl)phenyl)butanoic acid